N-[4-chloro-3-(N,N-dimethylsulfamoyl)phenyl]-5-(thiazol-2-yl)-thieno[2,3-b]pyridine-2-carboxamide ClC1=C(C=C(C=C1)NC(=O)C1=CC=2C(=NC=C(C2)C=2SC=CN2)S1)S(N(C)C)(=O)=O